5-benzyl-1-methyl-1H-pyrazole-3-carboxamide C(C1=CC=CC=C1)C1=CC(=NN1C)C(=O)N